Cl.FC1=C(C#N)C=CC(=C1)C1=NC(=CC(=C1C1=CC(=C(C=C1)OC)F)O)NCC12CCCN2CCC1 2-fluoro-4-(3-(3-fluoro-4-methoxy-phenyl)-4-hydroxy-6-(((tetrahydro-1H-pyrrolizin-7a(5H)-yl)methyl)amino)pyridin-2-yl)benzonitrile hydrochloride